ClC=1C=NC=C(C1C(C)OC=1C=C2C(=NNC2=CC1)C(=O)NC=1C=NN(C1)CC(=O)N(C)C)Cl 5-(1-(3,5-Dichloropyridin-4-yl)ethoxy)-N-(1-(2-(Dimethylamino)-2-oxoethyl)-1H-Pyrazol-4-yl)-1H-Indazol-3-Carboxamid